(R)-3-(7-(4-Bromo-3-(trifluoromethyl)benzoyl)-2-(isopropylamino)-6-methyl-4-oxo-5,6,7,8-tetrahydropyrido[3,4-d]pyrimidin-3(4H)-yl)-4-chloro-N,1-dimethyl-1H-pyrazole-5-carboxamide BrC1=C(C=C(C(=O)N2CC=3N=C(N(C(C3C[C@H]2C)=O)C2=NN(C(=C2Cl)C(=O)NC)C)NC(C)C)C=C1)C(F)(F)F